ethyl (2-cyano-2-(2-(3,5-dichloro-4-((2'-oxo-1',2'-dihydrospiro[cyclopropane-1,3'-pyrrolo[2,3-b]pyridin]-5'-yl)oxy)phenyl)hydrazineylidene) acetyl)carbamate C(#N)C(C(=O)NC(OCC)=O)=NNC1=CC(=C(C(=C1)Cl)OC=1C=C2C(=NC1)NC(C21CC1)=O)Cl